N1[C@@H](CCCC1)C1=NC(=NO1)CNC(OC(C)(C)C)=O tert-butyl (S)-((5-(piperidin-2-yl)-1,2,4-oxadiazol-3-yl)methyl)carbamate